OC1=C(C=C2N=CC(=NC2=C1)C=1C=NN(C1)CC1CCN(CC1)C(=O)OC(C)(C)C)C tert-Butyl 4-((4-(7-hydroxy-6-methylquinoxalin-2-yl)-1H-pyrazol-1-yl)methyl)piperidine-1-carboxylate